COC(C=1C=CC(=NC1)C(=O)N)OC 5-(dimethoxymethyl)picolinamide